(2S)-2-(((isopropoxycarbonyl)phosphoryl)amino)propanoic acid ethyl ester C(C)OC([C@H](C)N=P(=O)C(=O)OC(C)C)=O